methyl-(2R,5S)-2-isopropyl-3,6-dimethoxy-5-((8-(4,4,5,5-tetramethyl-1,3,2-dioxaborolan-2-yl)-2,3-dihydrobenzo[b][1,4]dioxin-5-yl)methyl)-2,5-dihydropyrazine C[C@@]1(N=C([C@@H](N=C1OC)CC1=CC=C(C=2OCCOC21)B2OC(C(O2)(C)C)(C)C)OC)C(C)C